ClC1=NC=C2C=C(NC(C2=C1)=O)C1=C(C(=CC(=C1Cl)OC)OC)Cl 7-chloro-3-(2,6-dichloro-3,5-dimethoxyphenyl)-2,6-naphthyridin-1(2H)-one